pyridone sulfate S(=O)(=O)(O)O.N1C(C=CC=C1)=O